N[C@H](CCC(F)(F)F)C=1C(=NC=CC1)N (R)-3-(1-amino-4,4,4-trifluorobutyl)pyridin-2-amine